mono-tert.-butylether C(C)(C)(C)OC(C)(C)C